N-(2-Hydroxyphenyl)-4-oxo-3-(2-(trifluoromethoxy)ethyl)-3,4-dihydroimidazo[5,1-d][1,2,3,5]tetrazine-8-carboxamide OC1=C(C=CC=C1)NC(=O)C=1N=CN2C1N=NN(C2=O)CCOC(F)(F)F